N=1C=CC=2C1C(NC=CC2)=O pyrrolo[2,3-c]azepin-8-one